OC(C(=O)[O-])CCCCCCCCCCCCCCCC.[Al+3].OC(C(=O)[O-])CCCCCCCCCCCCCCCC.OC(C(=O)[O-])CCCCCCCCCCCCCCCC aluminum hydroxyoctadecanoate